4-((2-cyano-4-fluorophenyl)thio)-6-(6-(methylamino)pyridin-3-yl)pyrazolo[1,5-a]pyridine-3-carbonitrile C(#N)C1=C(C=CC(=C1)F)SC=1C=2N(C=C(C1)C=1C=NC(=CC1)NC)N=CC2C#N